OCC(CO)(C)C1=CC=C(C=C1)C1=C(C=CC=C1)OP(=O)(OC1=CC=CC=C1)CCCS(=O)(=O)O 3-((4-(1,3-dihydroxy-2-methylpropan-2-yl)phenyl)diphenylphosphono)propane-1-sulfonic acid